O=C1N(C(C2=CC=CC=C12)=O)C(C(=O)O)CCSC 2-(1,3-dioxoisoindolin-2-yl)-4-(methylthio)butanoic acid